4-amino-1-[(2R,3S,4R,5R)-3,4-dihydroxy-5-(hydroxymethyl)oxazin-2-yl]pyrimidin-2-one NC1=NC(N(C=C1)N1OC=C(C(=C1O)O)CO)=O